2-(6,7-dihydro-5H-pyrrolo[1,2-c]imidazol-1-yl)-2-(4-fluoro-6-iodo-1-oxo-isoindolin-2-yl)-N-thiazol-2-yl-acetamide C1(=C2N(C=N1)CCC2)C(C(=O)NC=2SC=CN2)N2C(C1=CC(=CC(=C1C2)F)I)=O